1-(6-((1s,3s)-3-(5-((2,4-dimethoxybenzyl)amino)-7-methoxy-[1,2,4]triazolo[1,5-c]quinazolin-2-yl)cyclobutyl)pyridin-3-yl)-3,3-difluorocyclobutan-1-ol COC1=C(CNC2=NC=3C(=CC=CC3C=3N2N=C(N3)C3CC(C3)C3=CC=C(C=N3)C3(CC(C3)(F)F)O)OC)C=CC(=C1)OC